C(C1=CC=CC=C1)O[C@@H]1[C@H](O[C@@H]([C@@H]([C@H]1OCC1=CC=CC=C1)OCC1=CC=CC=C1)Br)COCC1=CC=CC=C1 (2R,3R,4S,5R,6R)-3,4,5-tris(benzyloxy)-2-(benzyloxymethyl)-6-bromotetrahydro-2H-pyran